2-fluoro-benzyl-3,3-dimethyl-2,3-dihydro-pyrrolo[3,2-c]pyridine-1-carboxylic acid tert-butyl ester C(C)(C)(C)OC(=O)N1C(C(C=2C=NC=CC21)(C)C)CC2=C(C=CC=C2)F